ClC=1C=C(C=C(C1OC1=NNC(C(=C1)C(C)C)=O)Cl)N1N=C(C(NC1=O)=O)NC(OC(C)(C)C)=O tert-butyl N-[2-[3,5-dichloro-4-[(5-isopropyl-6-oxo-1H-pyridazin-3-yl)oxy]phenyl]-3,5-dioxo-1,2,4-triazin-6-yl]carbamate